NC=1C=CC(=C(C(=O)N)C1)C1CCCC1 5-amino-2-cyclopentylbenzamide